5-methoxy-N,N-dimethyltryptamine hydrobromide Br.COC1=CC=C2NC=C(CCN(C)C)C2=C1